(E)-N-(2,2,2-trifluoroethyl)-1-(6-(trifluoromethyl)pyridin-3-yl)methanimine FC(C/N=C/C=1C=NC(=CC1)C(F)(F)F)(F)F